BrC1=C(C(=C(C(=O)O)C=C1)F)OC(F)(F)F 4-bromo-2-fluoro-3-(trifluoromethoxy)benzoic acid